(2r,6s)-4-(6-aminopyridin-3-yl)-2,6-dimethylpiperazine-1-carboxylic acid tert-butyl ester C(C)(C)(C)OC(=O)N1[C@@H](CN(C[C@@H]1C)C=1C=NC(=CC1)N)C